[Cl-].[Cl-].CC1(C=C(C=C1)CCCC)[Zr+2]C1(C=C(C=C1)CCCC)C bis(1-methyl-3-butyl-cyclopentadienyl)zirconium dichloride